(S)-3-((2-chloro-5-(5-(difluoromethoxy)pyrazin-2-yl)pyridin-4-yl)amino)butan-1-ol ClC1=NC=C(C(=C1)N[C@H](CCO)C)C1=NC=C(N=C1)OC(F)F